BrCCCCCCCCCCC(=O)O 11-Bromoundecanoic acid